N1=NN=C(C=C1)C(=C(C1=C(C=CC=C1)N)C1=NN=NC=C1)C1=CC=CC=C1 bistriazinyl-aminostilbene